ClC=1C(=C(C(=CC1)F)C(CO)C12CCC(CC1)(C2)F)F 2-(3-chloro-2,6-difluorophenyl)-2-(4-fluorobicyclo[2.2.1]heptan-1-yl)ethan-1-ol